N1C=NC(=C1)CC1=C2C(=NN(C2=CC=C1N)CC(=O)NCC1=C(C(=CC=C1)Cl)F)C(=O)N ((1H-imidazol-4-yl)methyl)(2-((3-chloro-2-fluorobenzyl)amino)-2-oxoethyl)-5-amino-1H-indazole-3-carboxamide